bis(4-hydroxyphenyl)-4-methylcyclohexane OC1=CC=C(C=C1)C1(CCC(CC1)C)C1=CC=C(C=C1)O